(1r,2s,5s)-2-((3r,5's)-5'-carbamoyl-2-oxospiro[indole-3,3'-pyrrolidine]-1'-carbonyl)-6,6-dimethyl-3-azabicyclo[3.1.0]hexane-3-carboxylic acid tert-butyl ester C(C)(C)(C)OC(=O)N1[C@@H]([C@H]2C([C@H]2C1)(C)C)C(=O)N1C[C@]2(C[C@H]1C(N)=O)C(NC1=CC=CC=C12)=O